ClC=1C(=NC=NC1)C1(CC1)C(=O)N[C@H](C(=O)O)CCN(CCCCC1=NC=2NCCCC2C=C1)C[C@@H](CF)OC (S)-2-(1-(5-chloropyrimidin-4-yl)cyclopropane-1-carboxamido)-4-(((S)-3-fluoro-2-methoxypropyl)(4-(5,6,7,8-tetrahydro-1,8-naphthyridin-2-yl)butyl)amino)butanoic acid